1-[2-(3-chlorophenyl)-2-methoxy-propyl]-3-[rac-(1S,4R)-norbornan-2-yl]urea ClC=1C=C(C=CC1)C(CNC(=O)NC1[C@H]2CC[C@@H](C1)C2)(C)OC |r|